2-(4-(1-(2-(2,6-dioxopiperidin-3-yl)-1,3-dioxoisoindol-5-yl)azetidin-3-yl)piperazin-1-yl)-N-methylacetamide O=C1NC(CCC1N1C(C2=CC=C(C=C2C1=O)N1CC(C1)N1CCN(CC1)CC(=O)NC)=O)=O